dinormal propylamine C(CC)NCCC